tert-butyl (2-bromo-4-(butylthio)-3,5-dimethoxyphenethyl)carbamate BrC1=C(CCNC(OC(C)(C)C)=O)C=C(C(=C1OC)SCCCC)OC